6-Chloro-3,5-dimethyl-1H-indole-2-carboxylic acid methyl ester COC(=O)C=1NC2=CC(=C(C=C2C1C)C)Cl